4'-(methylsulfonamido)-[1,1'-biphenyl] CS(=O)(=O)NC1=CC=C(C=C1)C1=CC=CC=C1